4-ethylisoxazole-5-carboxamide C(C)C=1C=NOC1C(=O)N